4,7-diamino-1-(2-chloro-5-fluorophenyl)-2-(2,4-dimethoxybenzyl)-1,2-dihydro-3H-pyrrolo[3,4-c]pyridin-3-one NC1=NC=C(C2=C1C(N(C2C2=C(C=CC(=C2)F)Cl)CC2=C(C=C(C=C2)OC)OC)=O)N